2-[4-(PROPAN-2-YL)PIPERAZIN-1-YL]ACETALDEHYDE CC(C)N1CCN(CC1)CC=O